4-chloro-N-(5-phenyl-1,3,4-oxadiazol-2-yl)benzamide ClC1=CC=C(C(=O)NC=2OC(=NN2)C2=CC=CC=C2)C=C1